C(C)(C)(C)C=1C=C2CCN(C(C2=C(C1)[C@H]1N(CCOC1)C(=O)[O-])Cl)C(C(C)(C)O)=O (R)-3-[6-tert-butyl chloro-2-(2-hydroxy-2-methylpropionyl)-1,2,3,4-tetrahydroisoquinolin-8-yl]morpholine-4-carboxylate